N-(3,5-difluorobenzyl)-3-iodopyrazolo[1,5-a]pyrimidin-5-amine FC=1C=C(CNC2=NC=3N(C=C2)N=CC3I)C=C(C1)F